6-bromo-7-chloro-1,2,3,4-tetrahydroisoquinoline BrC=1C=C2CCNCC2=CC1Cl